C(C(C)C)(=O)N(N)C(\C=C/N1N=C(N=C1)C1=CC(=CC(=C1)C(F)(F)F)S(F)(F)(F)(F)F)=O (Z)-N-Isobutyryl-3-(3-(3-(pentafluorosulfaneyl)-5-(trifluoromethyl)phenyl)-1H-1,2,4-triazol-1-yl)acrylohydrazide